ClC1(C=C(C(N)N)C=CC1(C1=CC=CC=C1)C1=CC=CC=C1)Cl 3,3-dichloro-4,4-diphenyl-toluenediamine